N-[3-(cyclohexanesulfonyloxy)phenyl]-N'-[4-(cyclohexanesulfonyloxy)phenyl]urea C1(CCCCC1)S(=O)(=O)OC=1C=C(C=CC1)NC(=O)NC1=CC=C(C=C1)OS(=O)(=O)C1CCCCC1